C(C1=CC=CC=C1)N1CCC(CC1)NC1(CC1)C#N 1-((1-benzylpiperidin-4-yl)amino)cyclopropane-1-carbonitrile